NC1=C2C(=NC=N1)N(N=C2)CC(=O)N(C2CC2)CC(=O)NCC2=C(C(=CC=C2)Cl)F 2-(4-amino-1H-pyrazolo[3,4-d]pyrimidin-1-yl)-N-(2-((3-chloro-2-fluorophenylmethyl)amino)-2-oxoethyl)-N-cyclopropylacetamide